(2-((R)-4-Cyanothiazolidin-3-yl)-2-oxoethyl)-6-((((RS)-tetrahydrofuran-3-yl)oxy)methyl)quinoline-4-carboxamide 1-(1-methoxy-2-methylpropan-2-yl)-1H-pyrrolo[2,3-b]pyridine-6-carboxylate COCC(C)(C)N1C=CC=2C1=NC(=CC2)C(=O)O.C(#N)[C@H]2N(CSC2)C(CC2=NC1=CC=C(C=C1C(=C2)C(=O)N)CO[C@H]2COCC2)=O |&1:42|